2-sulfonyl-1-phenyl-ethanone S(=O)(=O)=CC(=O)C1=CC=CC=C1